ClC1=CC=C2C(=CC(=NC2=C1)CCCC#N)C 4-(7-chloro-4-methylquinolin-2-yl)butyronitrile